FC(C(=O)O)(F)F.FC1=CC=C(C=C1)N1C=CC=2C1=CC=C1C=NC(=NC21)OC[C@H]2N(CCC2)C 7-(4-fluorophenyl)-2-(((S)-1-methylpyrrolidin-2-yl)methoxy)-7H-pyrrolo[2,3-H]Quinazoline trifluoroacetate